3-((3-((4-(5-methoxy-2-(1-methyl-1H-pyrazol-4-yl)-4-nitrophenyl)piperazin-1-yl)methyl)phenyl)amino)piperidine-2,6-dione COC=1C(=CC(=C(C1)N1CCN(CC1)CC=1C=C(C=CC1)NC1C(NC(CC1)=O)=O)C=1C=NN(C1)C)[N+](=O)[O-]